(1R,2S,3R,5R)-3-{4-amino-5-bromo-7H-pyrrolo[2,3-d]pyrimidin-7-yl}-5-(2-{[({3-fluorobicyclo[1.1.1]pentan-1-yl}methyl)amino]methyl}-1H-indol-5-yl)cyclopentane-1,2-diol NC=1C2=C(N=CN1)N(C=C2Br)[C@H]2[C@@H]([C@@H]([C@H](C2)C=2C=C1C=C(NC1=CC2)CNCC21CC(C2)(C1)F)O)O